3-phenyl-1-(tert-butyldimethylsilyl)-2-propyn-1-one C1(=CC=CC=C1)C#CC(=O)[Si](C)(C)C(C)(C)C